NC1=NC=2C=C(C(=CC2C2=C1N(N=C2)C)C(=O)N2[C@@H](COC[C@@H]2C2=CC=C(C=C2)C(F)(F)F)C)F (4-amino-7-fluoro-3-methyl-3H-pyrazolo[3,4-c]quinolin-8-yl)((3R,5S)-3-methyl-5-(4-(trifluoromethyl)phenyl)-4-morpholinyl)methanone